(E)-3-naphthyl-2-vinyl-butyraldehyde C1(=CC=CC2=CC=CC=C12)C(C(C=O)C=C)C